NC1=CC=C(C=C1)NC1=CC=C(C=C1)N (4-aminophenyl)-1,4-phenylenediamine